5-amino-N-((5-(2,6-difluorophenyl)pyridin-2-yl)methyl)-N-(1,3-dimethoxypropan-2-yl)-6,8-dihydro-1H-furo[3,4-d]pyrrolo[3,2-b]pyridine-2-carboxamide NC1=C2C(=C3C(=N1)C=C(N3)C(=O)N(C(COC)COC)CC3=NC=C(C=C3)C3=C(C=CC=C3F)F)COC2